5-(tert-butyl)-N-(3-chlorophenyl)-3-(2,6-di-tert-butylpyridin-3-yl)-[1,1'-biphenyl]-2-amine C(C)(C)(C)C1=CC(=C(C(=C1)C1=CC=CC=C1)NC1=CC(=CC=C1)Cl)C=1C(=NC(=CC1)C(C)(C)C)C(C)(C)C